3',5'-dimethyl-[3,4'-bipyridine]-1'-oxide CC=1C=[N+](C=C(C1C=1C=NC=CC1)C)[O-]